FC1=CC(=CC=2N(C(=NC21)C)C(C)C)C2=CNC1=NC(=CC=C12)OC 4-fluoro-1-isopropyl-6-(6-methoxy-1H-pyrrolo[2,3-b]pyridin-3-yl)-2-methyl-1H-benzo[d]imidazole